N-(5-isopropyl-6,7-dihydro-5H-pyrrolo[1,2-a]imidazol-2-yl)-4-methyl-3-[2-(3-pyridinyl)ethynyl]benzamide C(C)(C)C1CCC=2N1C=C(N2)NC(C2=CC(=C(C=C2)C)C#CC=2C=NC=CC2)=O